S1N=C(C2=C1C=CC=C2)N2CCN(CC2)CCO 2-(4-benzo[d]isothiazol-3-yl-piperazin-1-yl)-ethanol